5-chloro-2-(methoxymethyl)pyridin-3-amine ClC=1C=C(C(=NC1)COC)N